(3S)-4-(8-oxabicyclo[3.2.1]octane-3-carbonyl)-N-hydroxy-3-phenyl-2,3,4,5-tetrahydrobenzo[f][1,4]oxazepine-8-carboxamide C12CC(CC(CC1)O2)C(=O)N2[C@H](COC1=C(C2)C=CC(=C1)C(=O)NO)C1=CC=CC=C1